ClC=1C(=C(NC2=C(NC3=C2C(NCC3)=O)C3=C(C=NC=C3)OCC3(OCC3)C)C=CC1)C 3-(3-chloro-2-methylanilino)-2-{3-[(2-methyloxetan-2-yl)methoxy]pyridin-4-yl}-1,5,6,7-tetrahydro-4H-pyrrolo[3,2-c]pyridin-4-one